2-({[7-(5-methanesulfonylpyridin-2-yl)-2-methoxynaphthalen-1-yl]amino}methyl)prop-2-enenitrile CS(=O)(=O)C=1C=CC(=NC1)C1=CC=C2C=CC(=C(C2=C1)NCC(C#N)=C)OC